tert-butyl (2S,4R)-2-(dimethylcarbamothioyl)-4-[3-(oxan-2-yloxy)propoxy]pyrrolidine-1-carboxylate CN(C(=S)[C@H]1N(C[C@@H](C1)OCCCOC1OCCCC1)C(=O)OC(C)(C)C)C